manganese-cobalt-samarium [Sm].[Co].[Mn]